N-Acetyl-L-Serin C(C)(=O)N[C@@H](CO)C(=O)O